BrC1=CC=C(C(=O)OC2CCC2)C=C1 cyclobutyl p-bromobenzoate